C(C)(C)(C)OC(=O)C1CCC(CC1)C1=CC=C(C=C1)C[C@@H](C(=O)OC)NC(=O)OC(C)(C)C (S)-4-(4-(2-((tert-butoxycarbonyl)amino)-3-methoxy-3-oxopropyl)phenyl)cyclohexane-1-carboxylic acid tert-butyl ester